N-{6-methylspiro[3.3]heptan-2-yl}acetamide CC1CC2(CC(C2)NC(C)=O)C1